C(C1=CC=CC=C1)OC1=C(C(=C(C(=O)O)C=C1)C#C)C1OCCO1 4-(benzyloxy)-3-(1,3-dioxolan-2-yl)-2-ethynylbenzoic acid